N-((5-chloro-6-((5-methylisoxazol-3-yl)methoxy)-1H-indol-2-yl)methyl)propionamide ClC=1C=C2C=C(NC2=CC1OCC1=NOC(=C1)C)CNC(CC)=O